BrC1=NN(C(=C1)C(=O)NC1(C(C1)C=C)C(NC1=CC=CC=C1)=O)C1=NC=CC=C1Cl 3-bromo-1-(3-chloropyridin-2-yl)-N-(1-(phenylcarbamoyl)-2-vinylcyclopropyl)-1H-pyrazole-5-carboxamide